BrC=1SC(=CC1CCCCCCCCC1=C(SC(=C1)Br)Br)Br 1,8-bis(2,5-dibromothiophen-3-yl)octane